tert-butyl (4-methylenecyclohexyl)carbamate C=C1CCC(CC1)NC(OC(C)(C)C)=O